6-chloro-N-(5-cyano-4-(3-fluorophenyl)thiazol-2-yl)nicotinamide ClC1=NC=C(C(=O)NC=2SC(=C(N2)C2=CC(=CC=C2)F)C#N)C=C1